COC1=CC=C(C=C1)CN(S(=O)(=O)C1=CC(=C(C=C1)NC=1N=NC(=CC1)C(F)(F)F)C=1N=CN(C1)C)C N-[(4-methoxyphenyl)methyl]-N-methyl-3-(1-methylimidazol-4-yl)-4-[[6-(trifluoromethyl)pyridazin-3-yl]amino]benzenesulfonamide